(3-(Aminomethyl)azetidin-1-yl)(5-(4-(trifluoromethyl)phenoxy)naphthalen-2-yl)methanone NCC1CN(C1)C(=O)C1=CC2=CC=CC(=C2C=C1)OC1=CC=C(C=C1)C(F)(F)F